N-(4-(1H-1,2,3-triazol-1-yl)benzyl)-2-(4-cyclopropyl-6-methoxypyrimidin-5-yl)imidazo[2,1-f][1,2,4]triazin-4-amine N1(N=NC=C1)C1=CC=C(CNC2=NC(=NN3C2=NC=C3)C=3C(=NC=NC3OC)C3CC3)C=C1